(3R)-3-({2-[3-(trifluoromethoxy)phenyl][1,2,4]triazolo[1,5-c]quinazolin-5-yl}amino)piperidin-2-one FC(OC=1C=C(C=CC1)C1=NN2C(=NC=3C=CC=CC3C2=N1)N[C@H]1C(NCCC1)=O)(F)F